C[C@@H](N)CC1=CNC=N1 R-α-Methylhistamine